6-iodo-5-methoxy-3-(2-nitroethyl)-1H-indole IC1=C(C=C2C(=CNC2=C1)CC[N+](=O)[O-])OC